Ethyl (E)-3-(2-amino-4-(trifluoromethyl)phenyl)acrylate NC1=C(C=CC(=C1)C(F)(F)F)/C=C/C(=O)OCC